C(#N)CC1(CN(C1)C)N1N=CC(=C1)OC=1C=CC(=C(C1)C1=NN(C=C1NC(=O)C=1C=NN2C1N=CC=C2)C)OC(F)F N-(3-(5-((1-(3-(cyanomethyl)-1-methyl-azetidin-3-yl)-1H-pyrazol-4-yl)oxy)-2-(difluoromethoxy)phenyl)-1-methyl-1H-pyrazol-4-yl)pyrazolo[1,5-a]pyrimidine-3-carboxamide